ClC1=C(C=C(C=C1)N1CC(C2=NC(=CC=C21)C(=O)N2CC(CCC2)NC2=NC=C(C(=O)O)C=C2)(C)C)F 6-((1-(1-(4-chloro-3-fluorophenyl)-3,3-dimethyl-2,3-dihydro-1H-pyrrolo[3,2-b]pyridin-5-carbonyl)piperidin-3-yl)amino)nicotinic acid